methyl 4-amino-3-chloro-6-(4-chloro-2-fluoro-3-methoxyphenyl)-2-pyridinecarboxylate NC1=C(C(=NC(=C1)C1=C(C(=C(C=C1)Cl)OC)F)C(=O)OC)Cl